2-(1-(3-(4-methoxybenzamido)phenyl)-1H-1,2,3-triazol-4-yl)isonicotinic acid COC1=CC=C(C(=O)NC=2C=C(C=CC2)N2N=NC(=C2)C=2C=C(C(=O)O)C=CN2)C=C1